farnesyl-ammonium pyrophosphate salt [O-]P([O-])(=O)OP(=O)([O-])[O-].C(C=C(C)CCC=C(C)CCC=C(C)C)[NH3+].C(C=C(C)CCC=C(C)CCC=C(C)C)[NH3+].C(C=C(C)CCC=C(C)CCC=C(C)C)[NH3+].C(C=C(C)CCC=C(C)CCC=C(C)C)[NH3+]